C(#N)C12CCC(CC1)(CC2)C(=O)OC methyl 4-cyanobicyclo[2.2.2]octane-1-carboxylate